(R)-3-(4-(((S)-7-chloro-2,3-dihydrobenzo[b][1,4]dioxin-2-yl)methoxy)phenyl)-4-hexynoic acid ClC=1C=CC2=C(O[C@H](CO2)COC2=CC=C(C=C2)[C@@H](CC(=O)O)C#CC)C1